C1(=CC=C(C=C1)C1=CC=2N(N=C1)C=C(C2)C(=O)O)C2=CC=CC=C2 3-([1,1'-biphenyl]-4-yl)pyrrolo[1,2-b]pyridazine-6-carboxylic acid